N1N=CC2=C1C=CC=N2 PYRAZOLOPYRIDIN